3-[4-(2,2-dimethoxyethylamino)phenyl]piperidine-2,6-dione COC(CNC1=CC=C(C=C1)C1C(NC(CC1)=O)=O)OC